1-ethyl-p-menthane-3,9-diol C(C)C1(CC(C(CC1)C(CO)C)O)C